sodium sulfate succinate sodium [Na+].C(CCC(=O)[O-])(=O)[O-].S(=O)(=O)(O)O.[Na+]